C(C)OC(=O)C1(C=C(NN1)N1N=NN=C1C(F)(F)F)C1=NC=CC=C1Cl 5-(3-chloropyridine-2-yl)-3-[5-(trifluoromethyl)-1H-tetrazole-1-yl]-1H-pyrazole-5-carboxylic acid ethyl ester